BrC=1C(=CC2=C(N(CC(CS2(=O)=O)(CCCC)CCCC)C2=CC=CC=C2)C1)OCC(=O)O 2-((7-bromo-3,3-dibutyl-5-phenyl-1,1-dioxido-2,3,4,5-tetrahydro-1,5-benzothiazepin-8-yl)oxy)acetic acid